C(CCCCCCCCCCCCCCCCC)N stearylamin